(2R,3S,4R,5R)-5-(4-acetamidopyrrolo[2,1-f][1,2,4]triazin-7-yl)-5-cyano-4-hydroxy-2-((2-phenylacetoxy)methyl)tetrahydrofuran-3-yl L-valinate N[C@@H](C(C)C)C(=O)O[C@@H]1[C@H](O[C@@]([C@@H]1O)(C#N)C1=CC=C2C(=NC=NN21)NC(C)=O)COC(CC2=CC=CC=C2)=O